tert-butyl 2,4-dichloro-5-oxo-7,8-dihydropyrido[4,3-d]pyrimidine-6(5H)-carboxylate ClC=1N=C(C2=C(N1)CCN(C2=O)C(=O)OC(C)(C)C)Cl